(3S)-3-(8-{2-[ethyl(isopropyl)carbamoyl]-4-fluorophenyl}imidazo[1,5-a]pyridin-6-yl)pyrrolidine-1-carboxylic acid tert-butyl ester C(C)(C)(C)OC(=O)N1C[C@@H](CC1)C=1C=C(C=2N(C1)C=NC2)C2=C(C=C(C=C2)F)C(N(C(C)C)CC)=O